tert-butyl 5-(4-(1-(2,2,2-trifluoroacetyl)pyrrolidin-2-yl)phenoxy)pentanoate FC(C(=O)N1C(CCC1)C1=CC=C(OCCCCC(=O)OC(C)(C)C)C=C1)(F)F